C(C)(C)(C)C=1SC2=C(N1)C(CC1(CCN(CC1)C(=O)C=1C=C3C(=NN(C3=C(C1)OC(C([2H])([2H])[2H])([2H])[2H])C([2H])([2H])[2H])C([2H])([2H])[2H])C2)=O 2-tert-butyl-1'-{7-[(pentadeuterio)ethyloxy]-1,3-bis[(trideuterio)methyl]-1H-indazole-5-carbonyl}-5H-spiro[[1,3]benzothiazole-6,4'-piperidin]-4(7H)-one